(7-bromo-6-methoxyimidazo[1,5-a]pyridin-3-yl)(morpholino)methanone BrC1=CC=2N(C=C1OC)C(=NC2)C(=O)N2CCOCC2